1-(4-((4-(6-((5-fluoro-4-(4-fluoro-1-isopropyl-2-methyl-1H-benzo[d]imidazol-6-yl)pyrimidin-2-yl)amino)pyridin-3-yl)piperazin-1-yl)methyl)pyridin-3-yl)dihydropyrimidine-2,4(1H,3H)-dione FC=1C(=NC(=NC1)NC1=CC=C(C=N1)N1CCN(CC1)CC1=C(C=NC=C1)N1C(NC(CC1)=O)=O)C=1C=C(C2=C(N(C(=N2)C)C(C)C)C1)F